BrC=1C2=C(C(=NC1NC1=C(C(=CC=C1C)OC)Cl)C)C=CO2 7-bromo-6-[(2-chloro-3-methoxy-6-methylphenyl)amino]-4-methylfuro[3,2-c]pyridine